tert-Butyl 5-(2-(azepan-1-yl)ethyl)-4-oxo-2,3,4,5-tetrahydro-1H-benzo[b][1,4]diazepine-1-carboxylate N1(CCCCCC1)CCN1C2=C(N(CCC1=O)C(=O)OC(C)(C)C)C=CC=C2